C1(=CC=CC=C1)C=1N=C(NC1)CCC phenyl-propyl-imidazole